ethyl [(3S)-1-(2'-oxo-1',2'-dihydrospiro[cyclohexane-1,3'-indol]-4-yl)pyrrolidin-3-yl]carbamate O=C1NC2=CC=CC=C2C12CCC(CC2)N2C[C@H](CC2)NC(OCC)=O